C1OC(OCC12COC(OC2)C2=CC(=C(C(=C2)C(C)(C)C)O)C(C)(C)C)C2=CC(=C(C(=C2)C(C)(C)C)O)C(C)(C)C 4,4'-(2,4,8,10-tetraoxaspiro[5.5]undecane-3,9-diyl)bis[2,6-bis(1,1-dimethylethyl)phenol]